ClC[C@@H]1OCC1 (R)-2-(chloromethyl)oxetane